NC1=NN=C(C=2C3=C(C(=CC12)NC(C1=CC(=CC(=C1)C(F)(F)F)F)=O)C(N(C3=O)CC3=CC=C(C=C3)OC)C3=C(C=CC(=C3)F)Cl)C N-(4-amino-7-(2-chloro-5-fluorophenyl)-8-(4-methoxybenzyl)-1-methyl-9-oxo-8,9-dihydro-7H-pyrrolo[3,4-f]phthalazin-6-yl)-3-fluoro-5-(trifluoromethyl)benzamide